4-bromo-3-chloro-N-(1-(difluoromethyl)cyclopropyl)-2-fluorobenzenesulfonamide BrC1=C(C(=C(C=C1)S(=O)(=O)NC1(CC1)C(F)F)F)Cl